4,6-difluoro-7-butoxydibenzo[B,d]furan-3-ol FC1=C(C=CC2=C1OC1=C2C=CC(=C1F)OCCCC)O